C(C(=C)C)(=O)OCC(C)OC(C(=C)C)=O 1,2-propylene glycol dimethacrylate